ethyl 4-(((3S,5S)-1-(tert-butoxycarbonyl)-5-fluoropiperidin-3-yl)amino)-6-chloropyrido[3,2-d]pyrimidine-8-carboxylate C(C)(C)(C)OC(=O)N1C[C@H](C[C@@H](C1)F)NC=1C2=C(N=CN1)C(=CC(=N2)Cl)C(=O)OCC